C(C)(C)N1N=CC(=C1)C1=NC(=NC=C1C)NC=1C=C2C=CN(C2=CC1)C(CC1=CC(=NO1)C)=O 1-(5-((4-(1-isopropyl-1H-pyrazol-4-yl)-5-methylpyrimidin-2-yl)amino)indol-1-yl)-2-(3-methylisoxazol-5-yl)ethan-1-one